3-[[6-[1-(1-tert-butoxyethyl)-4-piperidinyl]-5-fluoro-3-pyridinyl]amino]piperidine-2,6-dione C(C)(C)(C)OC(C)N1CCC(CC1)C1=C(C=C(C=N1)NC1C(NC(CC1)=O)=O)F